FC1=CC=C(CC[C@@]2(CN(CC2)C(C)(C)C=2C=CC(=NC2)C)C(C(F)(F)F)(C(F)(F)F)OC)C=C1 |o1:7| (R or S)-5-(2-(3-(4-fluorophenethyl)-3-(1,1,1,3,3,3-hexafluoro-2-methoxypropan-2-yl)pyrrolidin-1-yl)propan-2-yl)-2-methylpyridine